1-Methyl-1H-imidazole-4-sulfonic acid [5-(1-methyl-2-oxo-1,2,3,4-tetrahydro-quinolin-6-yl)-pyridin-3-ylmethyl]-amide CN1C(CCC2=CC(=CC=C12)C=1C=C(C=NC1)CNS(=O)(=O)C=1N=CN(C1)C)=O